N1-(2-(dimethylamino)ethyl)-N4-(5-fluoro-4-(7-fluoro-1H-indol-3-yl)pyrimidin-2-yl)-N1-methylbenzene-1,2,4-triamine CN(CCN(C=1C(=CC(=CC1)NC1=NC=C(C(=N1)C1=CNC2=C(C=CC=C12)F)F)N)C)C